5-amino-2-chloro-6-(1-(tetrahydro-2H-pyran-2-yl)-1H-indazol-4-yl)pyrimidine-4-carboxylic acid ethyl ester C(C)OC(=O)C1=NC(=NC(=C1N)C1=C2C=NN(C2=CC=C1)C1OCCCC1)Cl